O=C1NC=C(C(N1)=O)C=1C=C(C=2N(N1)C=CN2)[C@@H]2[C@H](C2)C=2C=C(C#N)C=C(C2)F 3-[(1S,2S)-2-[6-(2,4-dioxo-1H-pyrimidin-5-yl)imidazo[1,2-b]pyridazin-8-yl]cyclopropyl]-5-fluoro-benzonitrile